ClC=1C=NC=C(C1[C@@H](C)OC=1C=C2C(=NNC2=CC1)C=1C=CC(=NC1)N1CCC2(CCCN2C)CC1)Cl 8-[5-[5-[(1R)-1-(3,5-dichloro-4-pyridyl)ethoxy]-1H-indazol-3-yl]-2-pyridyl]-1-methyl-1,8-diazaspiro[4.5]decane